3-((4-bromopyridin-2-yl)amino)propan-1-ol tert-Butyl-(2S)-4-(2,6-dioxopiperidin-3-yl)-2-methylpiperazine-1-carboxylate C(C)(C)(C)[C@@]1(N(CCN(C1)C1C(NC(CC1)=O)=O)C(=O)OCCCNC1=NC=CC(=C1)Br)C